6-(6-(difluoromethoxy)pyridin-3-yl)-2-(2-(ethylamino)-3,3,3-trifluoropropyl)pyridazin-3(2H)-one FC(OC1=CC=C(C=N1)C=1C=CC(N(N1)CC(C(F)(F)F)NCC)=O)F